(2S,5R)-tert-butyl 2-(4-fluorophenyl)-5-methyl-3-oxopiperazine-1-carboxylate FC1=CC=C(C=C1)[C@@H]1N(C[C@H](NC1=O)C)C(=O)OC(C)(C)C